ClC=1C=C(C=CC1)[C@@H]1[C@H](C1)C(=O)NC1=NC=CC(=C1)NCC=1N=C2N(C=C(C=C2N2CCN(CC2)C)C2CC2)C1 (1S,2S)-2-(3-chlorophenyl)-N-(4-(((6-cyclopropyl-8-(4-methylpiperazin-1-yl)imidazo[1,2-a]pyridin-2-yl)methyl)amino)pyridin-2-yl)cyclopropane-1-carboxamide